CN(CCNC1=C(C(=O)NC2=CC=C(C=C2)OC)C=CC=C1)C 2-(2-Dimethylamino-ethylamino)-N-(4-methoxy-phenyl)-benzamide